COC1=NC=CC=C1C=1C=NN2C1N=C(C=C2)N(CCN(C(OC(C)C)=O)C)C isopropyl (2-((3-(2-methoxypyridin-3-yl)pyrazolo[1,5-a]pyrimidin-5-yl)(methyl)amino)ethyl)(methyl)carbamate